2-(2,6-dioxopiperidin-3-yl)-1-oxo-N-((R)-2,2,2-trifluoro-1-(2-morpholinophenyl)ethyl)isoindoline-5-carboxamide tert-butyl-2,2-difluoro-6-phenyl-7-azaspiro[3.5]non-5-ene-7-carboxylate C(C)(C)(C)OC(=O)N1C(=CC2(CC(C2)(F)F)CC1)C1=CC=CC=C1.O=C1NC(CCC1N1C(C2=CC=C(C=C2C1)C(=O)N[C@@H](C(F)(F)F)C1=C(C=CC=C1)N1CCOCC1)=O)=O